Ammonium hexafluoropropylene FC(C(=C(F)F)F)(F)F.[NH4+]